C(C1=CC=CC=C1)N1C(=CC2=CC=CC=C12)[Si](C1=CC=CC=C1)(C)C 1-Benzyl-2-(dimethyl(phenyl)silyl)-1H-indole